p-Nitrophenyl β-D-glucopyranoside O([C@H]1[C@H](O)[C@@H](O)[C@H](O)[C@H](O1)CO)C1=CC=C(C=C1)[N+](=O)[O-]